Acetic acid 2,3-bis[(Z)-octadeca-9-enoxy]Propyl ester C(CCCCCCC\C=C/CCCCCCCC)OC(COC(C)=O)COCCCCCCCC\C=C/CCCCCCCC